4-((R)-2-hydroxy-1-(((R)-((S)-7-(1-methyl-1H-pyrazol-4-yl)-2,3-dihydro-1H-pyrido[2,3-b][1,4]oxazin-3-yl)(phenyl)methyl)amino)propan-2-yl)benzonitrile bis(2,2,2-trifluoroacetate) FC(C(=O)O)(F)F.FC(C(=O)O)(F)F.O[C@](CN[C@H](C1=CC=CC=C1)[C@@H]1CNC2=C(O1)N=CC(=C2)C=2C=NN(C2)C)(C)C2=CC=C(C#N)C=C2